(S)-(2-bromo-4-methylthiazole-5-carboxamido)-N1-(1-(2-(2-adamantylamino)-2-oxoethyl)-2-oxo-1,2-dihydropyridin-3-yl)-N6-methyl-5-oxohexanediamide BrC=1SC(=C(N1)C)C(=O)N[C@H](C(=O)NC=1C(N(C=CC1)CC(=O)NC1C2CC3CC(CC1C3)C2)=O)CCC(C(=O)NC)=O